FC=1C(=NC=CC1CC=1C=NC=C(C1C)OC1=CC=C(C=C1)S(=O)(=O)C)NS(=O)(=O)NC [(3-fluoro-4-{[5-(4-methanesulfonylphenoxy)-4-methylpyridin-3-yl]methyl}pyridin-2-yl)sulfamoyl](methyl)amine